(2S,4R)-1-(2-(3-acetyl-5-(2-methylpyrimidin-5-yl)-1H-indazol-1-yl)acetyl)-4-fluoropyrrolidine-2-carboxylic acid C(C)(=O)C1=NN(C2=CC=C(C=C12)C=1C=NC(=NC1)C)CC(=O)N1[C@@H](C[C@H](C1)F)C(=O)O